OC1=CC=C(C=C1)CC(=O)N1C[C@@H](CC[C@@H]1C)C(=O)OC methyl (3R,6S)-1-(2-(4-hydroxyphenyl) acetyl)-6-methylpiperidine-3-carboxylate